ClC1=CC2=C(N(C(N=C2N2C[C@@H](N(CC2)C(C=C)=O)CO)=O)CC(C)(C)C)N=C1C1=C(C=CC=C1)F 6-Chloro-1-(2,2-dimethylpropyl)-7-(2-fluorophenyl)-4-[(3R)-3-(hydroxymethyl)-4-prop-2-enoyl-piperazin-1-yl]pyrido[2,3-d]pyrimidin-2-one